(2S,3R,4S,5R)-4-[[4-Cyclopropyl-3-(3,4-Difluoro-2-methoxy-phenyl)-5-methyl-5-(trifluoromethyl)tetrahydrofuran-2-carbonyl]amino]pyridin-2-carboxamid C1(CC1)[C@H]1[C@@H]([C@H](O[C@]1(C(F)(F)F)C)C(=O)NC1=CC(=NC=C1)C(=O)N)C1=C(C(=C(C=C1)F)F)OC